N-((8-hydroxy-5-(trifluoromethyl)quinolin-7-yl)(pyridin-3-yl)methyl)butyramide OC=1C(=CC(=C2C=CC=NC12)C(F)(F)F)C(NC(CCC)=O)C=1C=NC=CC1